N-(1-(7-(2-acetyloxazol-5-yl)quinolin-5-yl)cyclopropyl)-5-(azetidin-2-ylmethoxy)-2-methylbenzamide C(C)(=O)C=1OC(=CN1)C1=CC(=C2C=CC=NC2=C1)C1(CC1)NC(C1=C(C=CC(=C1)OCC1NCC1)C)=O